methyl 3-(4-((1-(cyclohexylmethyl)-3-phenyl-1H-indazol-6-yl)methoxy)phenyl)butanoate C1(CCCCC1)CN1N=C(C2=CC=C(C=C12)COC1=CC=C(C=C1)C(CC(=O)OC)C)C1=CC=CC=C1